S1C(=CC=C1)CN1C(=NC=C1)C(=O)O 1-(thiophen-2-ylmethyl)-1H-imidazole-2-carboxylic acid